N(=[N+]=[N-])C(C)C=1C=C(C(N(C1C)C1=CC(=CC=C1)C(F)(F)F)=O)C(=O)NCC1=CC=C(C=C1)S(=O)(=O)C 5-(1-azidoethyl)-6-methyl-N-[4-(methylsulfonyl)benzyl]-2-oxo-1-[3-(trifluoromethyl)phenyl]-1,2-dihydropyridine-3-carboxamide